IC=1C=NN2C1COCC2 3-iodo-6,7-dihydro-4H-pyrazolo[5,1-c][1,4]Oxazine